C(C=C)(=O)OCC(CC(CC)C)C 2,4-dimethyl-1-hexyl acrylate